COCC1(CC1)NC1CNCC1 N-[1-(methoxymethyl)cyclopropyl]pyrrolidin-3-amine